CN(C=1SC2=C(N1)COC=1C=C(C=CC12)C=1C=NNC1)C1CCNC2(CC2)C1 N-methyl-7-(1H-pyrazol-4-yl)-N-(4-azaspiro[2.5]octan-7-yl)-4H-chromeno[3,4-d]thiazol-2-amine